3-phenylthiazole-2(3H)-imine C1(=CC=CC=C1)N1C(SC=C1)=N